C(C1=CC=CC=C1)(=O)O[C@H]1[C@H](O[C@@H]([C@@H]([C@@H]1OC(C1=CC=CC=C1)=O)OC(C1=CC=CC=C1)=O)/C=N/[S@](=O)C(C)(C)C)SCCC=C (2R,3R,4S,5S,6R)-2-(but-3-en-1-ylthio)-6-((E)-(((R)-tert-butylsulfinyl)imino)methyl)tetrahydro-2H-pyran-3,4,5-triyl tribenzoate